6-N-(2-amino-2-phenylethyl)-4-N-(2-methoxyethyl)-1-methylpyrazolo[3,4-d]pyrimidine-4,6-diamine NC(CNC1=NC(=C2C(=N1)N(N=C2)C)NCCOC)C2=CC=CC=C2